2-[(3S)-1-[(2R)-2-[4-(2-chlorophenyl)-2-oxo-chromen-7-yl]oxypropionyl]-3-piperidinyl]acetic acid ClC1=C(C=CC=C1)C1=CC(OC2=CC(=CC=C12)O[C@@H](C(=O)N1C[C@@H](CCC1)CC(=O)O)C)=O